C1(CC1)CNC1=CC=CC=C1 N-cyclopropylmethyl-aniline